ethyl-3-hydrazinobenzoate C(C)OC(C1=CC(=CC=C1)NN)=O